Ethyl 5-(4-ethyl-2-fluorophenyl)-1-(oxan-4-yl)pyrazole-4-carboxylate C(C)C1=CC(=C(C=C1)C1=C(C=NN1C1CCOCC1)C(=O)OCC)F